C(C)OC(=O)C1=NNC=C1C1=CC=C(C=C1)OCC1(OCCO1)C(F)(F)F [4-[[2-(trifluoromethyl)-1,3-dioxolan-2-yl]methoxy]phenyl]pyrazole-3-carboxylic acid ethyl ester